C(=O)O.N1(CCOCC1)C(=O)N1N=C(C(=C1)NC(=O)C=1N=C(SC1)C=1C=NNC1)C1=NC=CC=C1 N-(1-(morpholine-4-carbonyl)-3-(pyridin-2-yl)-1H-pyrazol-4-yl)-2-(1H-pyrazol-4-yl)thiazole-4-carboxamide formate